CC1(CN(CCN1)C(=O)C1=CC=C2C=C(NC2=C1)C1=NNC=2CC(CCC12)(C)C)C 3-[6-(3,3-dimethylpiperazine-1-carbonyl)-1H-indol-2-yl]-6,6-dimethyl-4,5,6,7-tetrahydro-1H-indazole